chromium ethanol methanesulfonate CS(=O)(=O)OCC.[Cr]